[5-bromo-2-[(1S)-2-[tert-butyl(dimethyl)silyl]oxy-1-methyl-ethyl]pyrazol-3-yl]methanol BrC=1C=C(N(N1)[C@H](CO[Si](C)(C)C(C)(C)C)C)CO